O1N=CC(=C1)C1(CN=C(O1)NC1=C2CCCC2=C(C=2CCCC12)C1=CC=CC=C1)C(=O)[O-].[Li+] lithium 5-(isoxazol-4-yl)-2-((8-phenyl-1,2,3,5,6,7-hexahydro-s-indacen-4-yl) amino)-4,5-dihydro-oxazole-5-carboxylate